FC1=CC=C(C=C1)CCC(C[N+](=O)[O-])=O 4-(4-fluorophenyl)-1-nitrobutan-2-one